4-(((4-(2,4-dioxotetrahydropyrimidin-1(2H)-yl)-2-fluorobenzyl)amino)methyl)-N-(4-methyl-3-((4-(pyridin-3-yl)pyrimidin-2-yl)amino)phenyl)benzamide O=C1N(CCC(N1)=O)C1=CC(=C(CNCC2=CC=C(C(=O)NC3=CC(=C(C=C3)C)NC3=NC=CC(=N3)C=3C=NC=CC3)C=C2)C=C1)F